CC=1C(=C(C=C(C1)C(F)(F)F)O)C=1N=NC(=CC1)N[C@@H]1CNCCC1 (S)-3-Methyl-2-(6-(piperidin-3-ylamino)pyridazin-3-yl)-5-(trifluoromethyl)phenol